2-Methoxyethyl cyanoacetate (2-Methoxyethyl cyanoacetate) COCCC(C(=O)O)C#N.C(#N)CC(=O)OCCOC